3-(4-((1S,4S,5R)-5-((3-(2-chloro-6-fluorophenyl)-5-cyclopropylisoxazol-4-yl)methoxy)-2-azabicyclo[2.2.1]heptan-2-yl)-3-fluorophenyl)-N-(methylsulfonyl)propanamide ClC1=C(C(=CC=C1)F)C1=NOC(=C1CO[C@H]1[C@@H]2CN([C@H](C1)C2)C2=C(C=C(C=C2)CCC(=O)NS(=O)(=O)C)F)C2CC2